CC1OC(C=C(C1)C1=CC=C(C=C1)NC([O-])=O)C (4-(2,6-dimethyl-3,6-dihydro-2H-pyran-4-yl)phenyl)carbamate